8-(((s)-2-(benzyloxy)-3-hydroxypropyl)thio)-7-(2,4-difluorophenyl)-6-(trifluoromethyl)quinazoline-2,4(1H,3H)-dione C(C1=CC=CC=C1)O[C@H](CSC=1C(=C(C=C2C(NC(NC12)=O)=O)C(F)(F)F)C1=C(C=C(C=C1)F)F)CO